6-(4-Amino-2-chloro-5-fluorophenyl)indol-2-one NC1=CC(=C(C=C1F)C=1C=CC2=CC(N=C2C1)=O)Cl